1,1-dipropylpiperidinium C(CC)[N+]1(CCCCC1)CCC